FC1=CC=C(C=C1)C1=C(C(NC(N1)=S)=O)C#N 6-(4-fluorophenyl)-4-oxo-2-thioxo-1,2,3,4-tetrahydropyrimidine-5-carbonitrile